FC1=C(C=CC(=C1)F)C1OC(=C(C1=O)O)N 2-(2,4-difluorophenyl)-5-amino-4-hydroxy-3(2H)-furanone